FC(C(=O)O)(F)F.N1(CCC1)C(=O)C1=CC2=NC=CC(=C2S1)C=1C=C(C=C2CCCN(C12)C1CNC1)Cl Azetidin-1-yl-[7-[1-(azetidin-3-yl)-6-chloro-3,4-dihydro-2H-quinolin-8-yl]thieno[3,2-b]pyridin-2-yl]methanone, trifluoroacetic acid salt